methyl 6-chloro-3-methoxy-2-methylbenzoate ClC1=CC=C(C(=C1C(=O)OC)C)OC